CS(=O)(=O)C1=CC=C2C(N(C=NC2=C1)CCCC=C)=O 7-methanesulfonyl-3-(pent-4-en-1-yl)quinazolin-4(3H)-one